ethyl (3S,3aS,6aR)-2-[(2S)-2-(tert-butoxycarbonylamino)-3,3-dimethyl-butanoyl]-3,3a,4,5,6,6a-hexahydro-1H-cyclopenta[c]pyrrole-3-carboxylate C(C)(C)(C)OC(=O)N[C@H](C(=O)N1C[C@H]2[C@@H]([C@H]1C(=O)OCC)CCC2)C(C)(C)C